methyl (S)-3-(8-chloro-6-(2-chlorophenyl)-1-((2-(4-methylpiperazin-1-yl)ethyl)thio)-4H-benzo[f][1,2,4]triazolo[4,3-a][1,4]diazepin-4-yl)propionate ClC=1C=CC2=C(C(=N[C@H](C=3N2C(=NN3)SCCN3CCN(CC3)C)CCC(=O)OC)C3=C(C=CC=C3)Cl)C1